((1R,5R,6R,8aS)-6-hydroxy-5-(hydroxymethyl)-5,8a-dimethyl-2-methylenedecahydronaphthalen-1-yl) ethylbenzoate C(C)C1=C(C(=O)O[C@@H]2C(CCC3[C@]([C@@H](CC[C@]23C)O)(C)CO)=C)C=CC=C1